C(C)(C)(C)OC(N(C=1N(N=CC1C#N)C(C)C)C(=O)OC(C)(C)C)=O tert-Butoxycarbonyl-N-(4-cyano-2-isopropyl-pyrazol-3-yl)carbamic acid tert-butyl ester